OC1=CC(N(C(=C1)C1=CC=CC=C1)C)=O 4-hydroxy-1-methyl-6-phenylpyridin-2(1H)-one